5-Methyl-2-(thiazol-2-yl)benzoic acid CC=1C=CC(=C(C(=O)O)C1)C=1SC=CN1